(Sa)-6-(1-(4-Bromo-2-fluorobenzyl)-4-fluoro-1H-indole-7-carboxamido)spiro[3.3]heptane-2-carboxylic acid BrC1=CC(=C(CN2C=CC3=C(C=CC(=C23)C(=O)NC2CC3(CC(C3)C(=O)O)C2)F)C=C1)F